C(CC)N(S(=O)(=O)C1=C(C(=O)Cl)C=CC=C1)CCC (dipropylsulfamoyl)-benzoyl chloride